N-((7-fluoro-1H-pyrrolo[3,2-c]pyridin-6-yl)methyl)-3-(oxetan-3-yl)-1-(4-((2-oxopyridin-1(2H)-yl)methyl)benzyl)-1H-pyrazole-4-carboxamide FC=1C2=C(C=NC1CNC(=O)C=1C(=NN(C1)CC1=CC=C(C=C1)CN1C(C=CC=C1)=O)C1COC1)C=CN2